2-ethenyl-N-{8-fluoro-2-methylimidazo[1,2-a]pyridin-6-yl}-4-[4-(methylamino)piperidin-1-yl]indazole-7-carboxamide C(=C)N1N=C2C(=CC=C(C2=C1)N1CCC(CC1)NC)C(=O)NC=1C=C(C=2N(C1)C=C(N2)C)F